BrC=1C2=C(C=NC1)N=C(O2)N(CCN(C)C)CC2=C(C=C(C=C2)OC)OC N1-(7-bromooxazolo[4,5-c]pyridin-2-yl)-N1-(2,4-dimethoxybenzyl)-N2,N2-dimethylethane-1,2-diamine